tert-butyl 4-(6-methylpyridin-2-yl)-5-(2-(3-sulfamoylphenylamino)pyridin-4-yloxy)thiazol-2-ylcarbamate CC1=CC=CC(=N1)C=1N=C(SC1OC1=CC(=NC=C1)NC1=CC(=CC=C1)S(N)(=O)=O)NC(OC(C)(C)C)=O